C(C)(=O)C1=NN(C2=CC=C(C=C12)NC=1C=NC=CC1)CC(=O)N(C(C)C)CC(=O)NC1=NC(=CC=C1)Br 2-(3-acetyl-5-(pyridin-3-ylamino)-1H-indazol-1-yl)-N-(2-((6-bromopyridin-2-yl)amino)-2-oxoethyl)-N-isopropylacetamide